ADENOSINE-5-MONOPHOSPHATE C1=NC(=C2C(=N1)N(C=N2)[C@H]3[C@@H]([C@@H]([C@H](O3)COP(=O)(O)O)O)O)N